C(#N)C1=C(C=C(C=C1)NC([C@@](CN1CCNCC1)(C)O)=O)C(F)(F)F (S)-N-(4-cyano-3-(trifluoromethyl)phenyl)-2-hydroxy-2-methyl-3-(piperazin-1-yl)Propanamide